methyl 5-(benzylthio)-3-chloropyrazine-2-carboxylate C(C1=CC=CC=C1)SC=1N=C(C(=NC1)C(=O)OC)Cl